C(C)(C)(C)C1=NN(C(=C1)NC(=O)NC1=CC=C(C=C1)N1C=NC2=C1C=CC(=C2)OC)C2CCN(CC2)CCCCC(=O)OCC Ethyl 5-[4-(3-tert-butyl-5-{3-[4-(5-methoxy-benzoimidazol-1-yl)-phenyl]-ureido} pyrazol-1-yl)-piperidin-1-yl]-pentanoate